CC1=CC=C2C(N(C(NC2=C1)=S)C1=CC=C(C=C1)C(F)(F)F)=O 7-methyl-2-thioxo-3-(4-(trifluoromethyl)phenyl)-2,3-dihydroquinazolin-4(1H)-one